3-Bromo-5-[(1R)-1-methyl-1,2,3,4-tetrahydroisoquinoline-2-carbonyl]pyridin-2-amine BrC=1C(=NC=C(C1)C(=O)N1[C@@H](C2=CC=CC=C2CC1)C)N